5-(2-(((2-aminothiazol-5-yl)methyl)amino)-2-oxoacetyl)-6-chloro-N-(3,4-difluorophenyl)-2,3-dihydro-1H-pyrrolizine-7-carboxamide NC=1SC(=CN1)CNC(C(=O)C=1N2CCCC2=C(C1Cl)C(=O)NC1=CC(=C(C=C1)F)F)=O